(R)-(3-Aminopiperidin-1-yl)(2-(1-(pyridin-4-ylmethyl)-1H-indol-2-yl)-3,4-dihydro-5-oxa-1,2a-diazaacenaphthylen-7-yl)methanon N[C@H]1CN(CCC1)C(=O)C=1C=C2OCCN3C(=NC(C1)=C32)C=3N(C2=CC=CC=C2C3)CC3=CC=NC=C3